ClC=1C(=CC2=CN(N=C2C1)C)NC1=NC(N(C(N1CC1=C(C=C(C(=C1)F)F)F)=O)CC1=NN(C=N1)C)=O (E)-6-((6-chloro-2-methyl-2H-indazol-5-yl)amino)-3-((1-methyl-1H-1,2,4-triazol-3-yl)methyl)-1-(2,4,5-trifluorobenzyl)-1,3,5-triazinE-2,4-dione